C1(CCCCC1)P(C1=C(C=CC=C1)C1=C(C(=CC=C1OC)S(=O)(=O)[O-])OC)C1CCCCC1.[Na+] sodium 2'-(dicyclohexylphosphanyl)-2,6-dimethoxybiphenyl-3-sulfonate